N6,N6-diethyl-N2-((6-(2-(methylsulfonyl)pyrimidin-5-yl)hex-5-ynoyl)-L-valyl)-L-lysine C(C)N(CCCC[C@H](NC([C@@H](NC(CCCC#CC=1C=NC(=NC1)S(=O)(=O)C)=O)C(C)C)=O)C(=O)O)CC